CN(C=1SC2=C(N1)SC(=N2)C2=C(C=C(C=C2)C=2C=NNC2)O)[C@H]2CNCC2 2-(5-{Methyl[(3R)-pyrrolidin-3-yl]amino}[1,3]thiazolo[5,4-d][1,3]thiazol-2-yl)-5-(1H-pyrazol-4-yl)phenol